8-bromo-4-hydroxy-6-methyl-2H-chromene-2-thione BrC=1C=C(C=C2C(=CC(OC12)=S)O)C